((4-(Cyclopropylmethyl)-2-oxopiperazin-1-yl)methyl)-3-ethyl-1,5-naphthyridin-2(1H)-one C1(CC1)CN1CC(N(CC1)CN1C(C(=CC2=NC=CC=C12)CC)=O)=O